5-ethyl-4-methyl-N-[4-[(2S)-morpholin-2-yl]phenyl]-1H-pyrazole-3-carboxamide hydrochloride Cl.C(C)C1=C(C(=NN1)C(=O)NC1=CC=C(C=C1)[C@H]1CNCCO1)C